N-(2-((1R,2R)-2-(hydroxymethyl)cyclopentyl)-6-morpholino-1-oxoisoindolin-5-yl)pyrazolo[1,5-a]pyrimidine-3-carboxamide OC[C@H]1[C@@H](CCC1)N1C(C2=CC(=C(C=C2C1)NC(=O)C=1C=NN2C1N=CC=C2)N2CCOCC2)=O